N-(6-(azetidin-3-yl)thiazolo[4,5-b]pyrazin-2-yl)-2'-chloro-5'-methoxy-6-methyl-[4,4'-bipyridine]-3-carboxamide N1CC(C1)C=1N=C2C(=NC1)N=C(S2)NC(=O)C=2C=NC(=CC2C2=CC(=NC=C2OC)Cl)C